Cl(=O)(=O)[O-].[Mg+2].[Ca+2].Cl(=O)(=O)[O-].Cl(=O)(=O)[O-].Cl(=O)(=O)[O-] calcium-magnesium chlorate